tris[2,4-di-tert-butyl phenyl] phosphite P(OC1=C(C=C(C=C1)C(C)(C)C)C(C)(C)C)(OC1=C(C=C(C=C1)C(C)(C)C)C(C)(C)C)OC1=C(C=C(C=C1)C(C)(C)C)C(C)(C)C